B(O)(O)O.C(C)(C)OC1=C(C(=C(C(=C1[Li])C(F)(F)F)C1=CC(=CC(=C1)C(F)(F)F)C(F)(F)F)C1=CC(=CC(=C1)C(F)(F)F)C(F)(F)F)C(F)(F)F isopropoxy-bis(3,5-bis(trifluoromethyl)phenyl)(2,5-bis(trifluoromethyl)phenyl)lithium borate